C(CCCCCCC\C=C/C\C=C/CCCCC)(=O)O.C(CCCCCCC\C=C/C\C=C/CCCCC)(=O)O.C(CCCCCCC\C=C/C\C=C/CCCCC)(=O)O.OCC(O)CO.OCC(O)CO.OCC(O)CO triglycerin trilinoleate